FC1(OC2=C(O1)C=CC(=C2)[C@H](C)OC2=NC=CC(=C2)N2N=C(C=1CCC[C@H](C21)N)C(F)(F)F)F (7R)-1-[2-[(1S)-1-(2,2-difluoro-1,3-benzodioxol-5-yl)ethoxy]-4-pyridyl]-3-(trifluoromethyl)-4,5,6,7-tetrahydroindazol-7-amine